C(\C=C\C)(=O)OCC(O)CO glycerol monocrotonate